ClC=1C=NC=C(C1[C@@H](C)OC=1C=C2C(=NNC2=CC1)C=1C=NN(C1)C1CCN(CC1)C(C)C)Cl 5-[(1R)-1-(3,5-dichloro-4-pyridyl)ethoxy]-3-[1-(1-isopropyl-4-piperidyl)pyrazol-4-yl]-1H-indazole